1-(4-C-azido-2-deoxy-2-fluoro-β-D-arabinofuranosyl)-4-(dimethylamino)-2(1H)-Pyrimidinone N(=[N+]=[N-])[C@]1([C@H]([C@@H]([C@@H](O1)N1C(N=C(C=C1)N(C)C)=O)F)O)CO